CC1=C(C(=CC=C1)[N+](=O)[O-])NC1=NC=CC=C1 N-(2-methyl-6-nitrophenyl)pyridine-2-amine